N1C=C(C2=CC=CC=C12)CCNC=1C2=C(N=C(N1)Cl)CN(CC2)C(CNC(OC(C)(C)C)=O)=O tert-butyl (2-(4-((2-(1H-indol-3-yl)ethyl)amino)-2-chloro-5,8-dihydropyrido[3,4-d]pyrimidin-7(6H)-yl)-2-oxoethyl)carbamate